1-(2,3-difluorobenzyl)-1H-1,2,4-triazole-3-carboxylic acid FC1=C(CN2N=C(N=C2)C(=O)O)C=CC=C1F